benzyl (2-amino-5-(1-methyl-1H-pyrazol-4-yl)nicotinoyl)-L-valinate NC1=C(C(=O)N[C@@H](C(C)C)C(=O)OCC2=CC=CC=C2)C=C(C=N1)C=1C=NN(C1)C